ClC1=NC=C(C(=N1)NCCC1CCCCC1)C(=O)N 2-chloro-4-((2-cyclohexylethyl)amino)pyrimidin-5-carboxamide